N-((S)-1-(3-chlorophenyl)-2-hydroxyethyl)-1-(5-methyl-2-((tetrahydrofuran-3-yl)amino)pyrimidin-4-yl)-1H-pyrrole-3-amide ClC=1C=C(C=CC1)[C@@H](CO)NC(=O)C1=CN(C=C1)C1=NC(=NC=C1C)NC1COCC1